C(C)OC(=O)C=1N=NN(N1)C 2-Methyl-2H-tetrazole-5-carboxylic acid ethyl ester